1-({[(1R)-1-(4-Chlorophenyl)-2-[(5-chloropyridin-2-yl)methyl]-7-fluoro-5-(2-hydroxypropan-2-yl)-3-oxo-2,3-dihydro-1H-isoindol-1-yl]oxy}methyl)-N-methylcyclopropan-1-carboxamid ClC1=CC=C(C=C1)[C@@]1(N(C(C2=CC(=CC(=C12)F)C(C)(C)O)=O)CC1=NC=C(C=C1)Cl)OCC1(CC1)C(=O)NC